FC=1C=C(C(=NC1)OC)C=1N(C=CC1)C1=NC=2N(C=N1)N=CC2 (R)-2-(2-(5-fluoro-2-methoxypyridin-3-yl)pyrrol-1-yl)pyrazolo[1,5-a][1,3,5]triazine